BrC1=NC=C(C(=C1)NC1=CC2=C(N(C(N2CCC(C)(C)O)=O)C)C=C1)Cl 5-((2-Bromo-5-chloropyridin-4-yl)amino)-3-(3-hydroxy-3-methylbutyl)-1-methyl-1,3-dihydro-2H-benzo[d]imidazol-2-one